1-methyl-4,5,6,7-tetrahydro-1H-benzo[d][1,2,3]triazole-5-carboxylic acid CN1N=NC2=C1CCC(C2)C(=O)O